CN(C)CC(CO)(CCCCCCCCC=CCC=CCCCCC)CCCCCCCC\C=C/C\C=C/CCCCC 2-((dimethylamino)methyl)-2-((9Z,12Z)-octadec-9,12-dien-1-yl)eicos-11,14-dien-1-ol